(1S,3aS,6aS)-5-(4-fluorobenzyl)-1-methyloctahydropyrrolo[3,4-c]pyrrole FC1=CC=C(CN2C[C@@H]3[C@H](C2)CN[C@H]3C)C=C1